ethylene zinc bis-dithiocarbamate C(N)([S-])=S.C(N)([S-])=S.[Zn+2].C=C